sec-octyl-phenol C(C)(CCCCCC)C1=C(C=CC=C1)O